N-[3-(6-chlorooxazolo[4,5-c]pyridin-2-yl)-1-bicyclo[1.1.1]pentanyl]-5-(methylsulfonylmethyl)furan-2-carboxamide ClC1=CC2=C(C=N1)N=C(O2)C21CC(C2)(C1)NC(=O)C=1OC(=CC1)CS(=O)(=O)C